FC=1C(=CC=2N(C1)C=CN2)C#CC2=NNC(=C2C(=O)N)NC 3-((6-fluoroimidazo[1,2-a]pyridin-7-yl)ethynyl)-5-(methylamino)-1H-pyrazole-4-carboxamide